2-(4-(2-(2-hydroxyethoxy)ethoxy)phenyl)-2-phenyl-5-methoxycarbonyl-6-(2-(2-methylpropan-2-enoyloxy)ethoxy)-[2H]-naphtho[1,2-b]pyran OCCOCCOC1=CC=C(C=C1)C1(C=CC2=C(O1)C1=CC=CC=C1C(=C2C(=O)OC)OCCOC(C(=C)C)=O)C2=CC=CC=C2